COC(=O)C=1N=CN2C1N=CC=C2 imidazo[1,5-a]pyrimidine-8-carboxylic acid methyl ester